5-(benzyloxy)-8-ethyl-2-(3-methyl-1-benzofuran-2-yl)quinoline-4-carboxylic acid C(C1=CC=CC=C1)OC1=C2C(=CC(=NC2=C(C=C1)CC)C=1OC2=C(C1C)C=CC=C2)C(=O)O